3-(9-((4-(aminomethyl)phenyl)carbamoyl)-4,5-dihydrobenzo[b]thieno[2,3-d]oxepin-8-yl)-6-((4,4-difluorocyclohexyl)carbamoyl)picolinic acid NCC1=CC=C(C=C1)NC(=O)C1=CC2=C(OCCC3=C2SC=C3)C=C1C=1C(=NC(=CC1)C(NC1CCC(CC1)(F)F)=O)C(=O)O